O[C@H]1CN(CC1)C1=C(C=C2C(=N1)N=C(O2)N2CCOCC2)NC(=O)C=2N=C(OC2)C2=CC(=NC=C2)C (R)-N-(5-(3-hydroxypyrrolidin-1-yl)-2-morpholinyloxazolo[4,5-b]pyridin-6-yl)-2-(2-methylpyridin-4-yl)oxazole-4-carboxamide